7-[({[1-(N,N-dimethylglycyl)piperidin-4-yl]oxy}carbonyl){7-[(2-dodecyltetradecyl)oxy]-7-oxoheptyl}amino]heptanoic acid CN(CC(=O)N1CCC(CC1)OC(=O)N(CCCCCCC(=O)O)CCCCCCC(=O)OCC(CCCCCCCCCCCC)CCCCCCCCCCCC)C